N1N=NN=C1C=1C=C(C=O)C=CC1 3-(tetrazol-5-yl)benzaldehyde